cyclohexyl [4-[3-carbamoyl-4-(2-chlorophenyl)-1H-pyrrol-1-yl]-5-methylpyridin-2-yl]carbamate C(N)(=O)C1=CN(C=C1C1=C(C=CC=C1)Cl)C1=CC(=NC=C1C)NC(OC1CCCCC1)=O